N-(4-(4-((4-(2,6-dioxopiperidin-3-yl)benzyl)(methyl)amino)piperidin-1-yl)-3-(trifluoromethyl)phenyl)-3-(imidazo[1,2-b]pyridazin-3-ylethynyl)-4-methylbenzamide O=C1NC(CCC1C1=CC=C(CN(C2CCN(CC2)C2=C(C=C(C=C2)NC(C2=CC(=C(C=C2)C)C#CC2=CN=C3N2N=CC=C3)=O)C(F)(F)F)C)C=C1)=O